2-(4-((2S,5R)-4-(bis(4-fluorophenyl)methyl)-5-ethyl-2-methylpiperazin-1-yl)-1H-[1,2,4]triazolo[3,4-b]purin-1-yl)-N,N-dimethylethan-1-amine FC1=CC=C(C=C1)C(N1C[C@@H](N(C[C@H]1CC)C=1C=2N=CN(C2N2C(N1)=NN=C2)CCN(C)C)C)C2=CC=C(C=C2)F